CC1=CC(=C(C=C1)NC(C=C)=O)NC=1C2=C(N=C(N1)NC1=CC=C(C=C1)N1CCN(CC1)C)C=CS2 N-{4-methyl-2-[(2-{[4-(4-methylpiperazin-1-yl)phenyl]amino}thieno[3,2-d]pyrimidin-4-yl)amino]phenyl}prop-2-enamide